C(CCCCCCCCCCC)OC(C(C)S)=O mercaptopropionic acid dodecyl ester